2-((1S,6S)-6-aminocyclohex-3-en-1-yl)-5-chloro-3-((3-chloropyridin-4-yl)ethynyl)-N-(thiophen-2-ylmethyl)thieno[3,2-b]pyridin-7-amine trifluoroacetate FC(C(=O)O)(F)F.N[C@H]1CC=CC[C@@H]1C1=C(C2=NC(=CC(=C2S1)NCC=1SC=CC1)Cl)C#CC1=C(C=NC=C1)Cl